N[C@@H](C(C)C)C(=O)O[C@@H]1[C@H](O[C@@]([C@@H]1O)(C#N)C1=CC=C2C(=NC=NN21)NC([C@H](C(C)C)N)=O)CO (2R,3S,4R,5R)-5-(4-((S)-2-amino-3-methylbutanamido)pyrrolo[2,1-f][1,2,4]triazin-7-yl)-5-cyano-4-hydroxy-2-(hydroxymethyl)tetrahydrofuran-3-yl L-valinate